C(C)OC1=NC=CC=C1C1=NC(=C(C=C1)N1[C@@H](CN(CC1)C(=O)O[C@@H](C(F)(F)F)C(C)(C)C)CC)C(NCC1CN(C1)C)=O (2R)-1,1,1-trifluoro-3,3-dimethylbutan-2-yl (3R)-4-(2'-ethoxy-6-{[(1-methylazetidin-3-yl)methyl]carbamoyl}-[2,3'-bipyridin]-5-yl)-3-ethylpiperazine-1-carboxylate